4-amino-2-(2-amino-2-oxoethyl)-4-oxobut-2-enoic acid NC(C=C(C(=O)O)CC(=O)N)=O